FC(OC1=CC(=NN1)NC=1N=C(C(=NC1)C#N)OC1CCN(CC1)C)F 5-((5-(difluoromethoxy)-1H-pyrazol-3-yl)amino)-3-((1-methylpiperidin-4-yl)oxy)pyrazine-2-carbonitrile